C(C1CCCO1)C(C(=O)O)=C.C(C=C)(=O)OCC(O)CCC oxapentan-2-yl-methyl acrylate (tetrahydrofurfuryl acrylate)